O=C1NC(CCC1N1C(C2=CC=C(C=C2C1)CNC(C(C1=NC=NC=C1)(F)F)=O)=O)=O N-((2-(2,6-dioxopiperidin-3-yl)-1-oxoisoindolin-5-yl)methyl)-2,2-difluoro-2-(pyrimidin-4-yl)acetamide